BrC=1C(=C(C[C@@H]2N(CC[C@@H]2NS(=O)(=O)C(F)F)C(=O)OC(C)(C)C)C=CC1)F Tert-Butyl (2S,3S)-2-(3-bromo-2-fluorobenzyl)-3-(((difluoromethyl)sulfonyl)amino)pyrrolidine-1-carboxylate